7-fluoro-1-methyl-5-(5-((1-methylcyclopropyl)ethynyl)-3,4-dihydroquinolin-1(2H)-yl)-[1,2,4]triazolo[4,3-a]quinazoline FC=1C=C2C(=NC=3N(C2=CC1)C(=NN3)C)N3CCCC1=C(C=CC=C31)C#CC3(CC3)C